heptyl-chloramine C(CCCCCC)NCl